4-((4-(4-chloro-3-(trifluoromethyl)phenoxy)-3-fluorobenzyl)oxy)-1-methyl-6-(4-(trifluoromethyl)phenyl)pyrimidin-2(1H)-one ClC1=C(C=C(OC2=C(C=C(COC3=NC(N(C(=C3)C3=CC=C(C=C3)C(F)(F)F)C)=O)C=C2)F)C=C1)C(F)(F)F